CC1(OCCC1)CC1(NC(=NC(=N1)NC1=CC=NC=C1)C1=CC=CC=C1)N 2-((2-methyltetrahydrofuran-2-yl)methyl)-6-phenyl-N4-(pyridin-4-yl)-1,3,5-triazine-2,4-diamine